n-methyl-5-[5-[3-(3-pyridinyl)azetidine-1-carbonyl]-3-furyl]-7-(trifluoromethyl)thieno[3,2-b]pyridine-3-carboxamide CNC(=O)C1=CSC=2C1=NC(=CC2C(F)(F)F)C2=COC(=C2)C(=O)N2CC(C2)C=2C=NC=CC2